4-((3-amino-6-chloropyrazin-2-yl)ethynyl)piperidine-1-carboxylic acid tert-butyl ester C(C)(C)(C)OC(=O)N1CCC(CC1)C#CC1=NC(=CN=C1N)Cl